C(C)C1(C(=O)OC1)C α-ethyl-α-methyl-β-propiolactone